ClC1=C(C=C2CC[C@@H](CC2=C1)N[C@H](C(=O)O)CCC)F (S)-2-(((S)-7-chloro-6-fluoro-1,2,3,4-tetrahydronaphthalen-2-yl)amino)pentanoic acid